3,5-bis(4-pyridinylphenyl)-2-phenylpyrimidine N1=C(C=CC=C1)C1=CC=C(C=C1)N1C(N=CC(=C1)C1=CC=C(C=C1)C1=NC=CC=C1)C1=CC=CC=C1